tert-butyl (1R,4R,5s)-5-(7-bromo-8-(2-cyanoethyl)-6-fluoro-4-(methylsulfanyl)-2-((R)-pyrrolidin-2-yl)-1H-pyrrolo[3,2-c]quinolin-1-yl)-2-azabicyclo[2.1.1]hexane-2-carboxylate BrC=1C(=CC=2C3=C(C(=NC2C1F)SC)C=C(N3[C@H]3[C@H]1CN([C@@H]3C1)C(=O)OC(C)(C)C)[C@@H]1NCCC1)CCC#N